C(C1=CC=CC=C1)OC=1C=C(C(=O)OC)C=C(C1OCC1=CC=CC=C1)F methyl 3,4-bis(benzyloxy)-5-fluorobenzoate